2-{[4-({2-[(4-cyano-2,5-difluorophenoxy)methyl]pyrimidin-4-yl}oxy)piperidin-1-yl]methyl}-4-fluoro-1-{[(2S)-oxetan-2-yl]methyl}-1H-1,3-benzodiazole-6-carboxylic acid C(#N)C1=CC(=C(OCC2=NC=CC(=N2)OC2CCN(CC2)CC2=NC3=C(N2C[C@H]2OCC2)C=C(C=C3F)C(=O)O)C=C1F)F